FC(C1=NN=C(S1)C1=NN=C2N1C=C(C=C2N2CCN(CC2)C(C(C)C)=O)S(=O)(=O)NC2(CC2)C#C)F 3-(5-(difluoromethyl)-1,3,4-thiadiazol-2-yl)-N-(1-ethynylcyclopropyl)-8-(4-isobutyrylpiperazin-1-yl)-[1,2,4]triazolo[4,3-a]pyridine-6-sulfonamide